(4R)-4-(2-acetamidoethylamino)-N-[2-chloro-3-(4,4,5,5-tetramethyl-1,3,2-dioxaborolan-2-yl)phenyl]-4,5,6,7-tetrahydropyrazolo[1,5-a]pyridine-2-carboxamide C(C)(=O)NCCN[C@H]1C=2N(CCC1)N=C(C2)C(=O)NC2=C(C(=CC=C2)B2OC(C(O2)(C)C)(C)C)Cl